[Cl-].OCP (hydroxymethyl)phosphine chloride